N4-[1-(17-amino-3,6,9,12,15-pentaoxaheptadecan-1-yl)piperidin-4-yl]-N2-hexyl-6,7-dimethoxyquinazoline-2,4-diamine NCCOCCOCCOCCOCCOCCN1CCC(CC1)NC1=NC(=NC2=CC(=C(C=C12)OC)OC)NCCCCCC